CC1=C(OC2=C(C1=O)C=C(C=C2[C@@H](C)NC=2C(=NC(=CC2)F)C(=O)O)C)C=2C=NC=CC2 3-[[(1R)-1-[3,6-dimethyl-4-oxo-2-(3-pyridinyl)benzopyran-8-yl]ethyl]amino]-6-fluoro-pyridine-2-carboxylic acid